NC1=CC=CC=C1.[Li] lithium aniline salt